C(C)(=O)OCC1=CC=C(C=C1)N1C(=NC=2C1=NC(=CC2)C(C)(C)C)C=2C(=NC=CC2)N 4-(2-(2-aminopyridin-3-yl)-5-(tert-butyl)-3H-imidazo[4,5-b]pyridin-3-yl)benzyl acetate